NOC[C@H](N(C1[C@@H](N)[C@@H](O)[C@H](O)[C@H](O1)CO)C1[C@@H](O)[C@@H](O)[C@H](O)[C@H](O1)CO)C(=O)O O-aminomannosyl-(mannosaminyl)-L-serine